4-((4-cyclopropylpiperazin-1-yl)methyl)-2-fluoroaniline C1(CC1)N1CCN(CC1)CC1=CC(=C(N)C=C1)F